C(C)(C)(C)OS(=O)(=O)C(C(=O)OC(C)(C)C)C tert-butyl 2-(tert-butoxysulfonyl)-propionate